N1(N=CC=C1)CCC=O 3-pyrazol-1-yl-propan-1-one